2-cyano-N,N-diethylacetamide CCN(CC)C(=O)CC#N